OC1=CC=C2C[C@@H](NCC2=C1)C(=O)N[C@@H](C(C)C)CN1C[C@@H]([C@](CC1)(C)C1=CC(=CC=C1)O)C (3R)-7-Hydroxy-N-{(1S)-1-{[(3R,4R)-4-(3-hydroxyphenyl)-3,4-dimethyl-1-piperidinyl]methyl}-2-methylpropyl}-1,2,3,4-tetrahydro-3-isoquinoline-carboxamide